2-fluoro-5-[(methylamino)acetyl]-5,10-dihydro-11H-dibenzo[b,e][1,4]diazepin-11-one FC1=CC2=C(N(C3=C(NC2=O)C=CC=C3)C(CNC)=O)C=C1